C1CCC2=C(C=3CCCC3C=C12)NC(=O)N=[S@@](=O)(N)C=1C(=NC(=CC1)C(C)(C)O)C (S)-N'-((1,2,3,5,6,7-hexahydro-s-indacen-4-yl)carbamoyl)-6-(2-hydroxy-propan-2-yl)-2-methyl-pyridine-3-sulfonimidamide